(2R)-4-(4'-(2-amino-3-hydroxypropoxy)-[1,1'-biphenyl]-4-yl)-2-(2-((R)-1-hydroxyethyl)-1H-imidazol-1-yl)but-3-yn-1-ol Tungsten-Rhenium [Re].[W].NC(COC1=CC=C(C=C1)C1=CC=C(C=C1)C#C[C@H](CO)N1C(=NC=C1)[C@@H](C)O)CO